ClC=1C=C2C(=NC=NC2=CC1C1=C(C=CC=C1)F)N1[C@H](CN(CC1)C1=C(C(=C(C(=C1S(=O)C)F)F)F)F)C 6-chloro-7-(2-fluorophenyl)-4-((2S)-2-methyl-4-(2,3,4,5-tetrafluoro-6-(methylsulfinyl)phenyl)piperazin-1-yl)quinazoline